NC1=NC(=NC2=CC=C(C=C12)C1=CC(=CC=C1)NC(C=C)=O)C(=O)N 4-amino-6-[3-(prop-2-enamido)phenyl]quinazoline-2-carboxamide